FC1=C(C=CC=C1)N1C=C(C=CC1=O)C(=O)OC methyl 1-(2-fluorophenyl)-6-oxo-pyridine-3-carboxylate